C(=O)(O)CCCCN1CC2=C(CC1)N(C(=N2)C(=O)N)C 5-(4-Carboxybutyl)-1-methyl-4,5,6,7-tetrahydro-1H-imidazo[4,5-c]pyridine-2-carboxamide